BrC1=CC=2C(CN3C(C2C=C1)=NC1=C3C=CC=C1)(C(=O)[O-])CC1CCCCC1 3-bromo-5-(cyclohexylmethyl)-5,6-dihydrobenzo[4,5]imidazo[2,1-a]isoquinoline-5-carboxylate